2-{[(3S)-3-({2-[(4-chloro-2-fluorophenoxy)methyl]pyrimidin-4-yl}oxy)pyrrolidin-1-yl]methyl}-4-fluoro-1-[(oxetan-2-yl)methyl]-1H-1,3-benzodiazole-6-carboxylic acid ClC1=CC(=C(OCC2=NC=CC(=N2)O[C@@H]2CN(CC2)CC2=NC3=C(N2CC2OCC2)C=C(C=C3F)C(=O)O)C=C1)F